4-(3,4-difluorophenyl)-N-[3-methoxy-4-(3-methyl-1,2,4-triazol-1-yl)phenyl]-6,7-dihydro-5H-[1,2,4]triazolo[1,5-a]pyrimidin-2-amine FC=1C=C(C=CC1F)N1C=2N(CCC1)N=C(N2)NC2=CC(=C(C=C2)N2N=C(N=C2)C)OC